BrC=1C(=C(C=CC1)[C@@H](C)NC(OC(C)(C)C)=O)OC tert-butyl (R)-(1-(3-bromo-2-methoxyphenyl)ethyl)carbamate